5-(4-((4-Methylpyrimidin-5-yl)methoxy)phenyl)-2-oxo-6-(trifluoromethyl)-1,2-dihydropyridin-3-carboxamide CC1=NC=NC=C1COC1=CC=C(C=C1)C=1C=C(C(NC1C(F)(F)F)=O)C(=O)N